COC1=C(C=CC=C1)C1=CC=C2C(CCOC2=C1)NC(O[C@@H]1CN2CCC1CC2)=O (S)-quinuclidin-3-yl (7-(2-methoxyphenyl)chroman-4-yl)carbamate